5-(8-((1S,2S)-2-(1-(1,1,1-trifluoropropan-2-yl)-1H-indazol-6-yl)cyclopropyl)imidazo[1,2-b]pyridazin-6-yl)pyrimidine-2,4(1H,3H)-dione FC(C(C)N1N=CC2=CC=C(C=C12)[C@@H]1[C@H](C1)C=1C=2N(N=C(C1)C=1C(NC(NC1)=O)=O)C=CN2)(F)F